N2-(tert-butyl)-9-(piperidin-4-yl)-N8-(3-(trifluoromethyl)phenyl)-9H-purine-2,8-diamine C(C)(C)(C)NC1=NC=C2N=C(N(C2=N1)C1CCNCC1)NC1=CC(=CC=C1)C(F)(F)F